2-[(2S,4R,5R)-1-(2,4-dichlorophenyl)-5-hydroxy-2,6,6-trimethylheptan-4-yl]-2,4-dihydro-3H-1,2,4-triazol-3-thione ClC1=C(C=CC(=C1)Cl)C[C@@H](C[C@H]([C@@H](C(C)(C)C)O)N1N=CNC1=S)C